fluoromethylboric acid FCOB(O)O